C1(CC1)C=1C=NN2C1N=C(C=C2NC2=CC(=CC=C2)F)N 3-Cyclopropyl-N7-(3-fluorophenyl)pyrazolo[1,5-a]pyrimidine-5,7-diamine